BrC=1C=C(C=C(C1)C1OCCCO1)C(=O)N1CCS(CC1)(=O)=O (3-bromo-5-(1,3-dioxan-2-yl)phenyl)(1,1-dioxidothiomorpholino)methanone